C(C(C)C)(=O)N(C(=O)C1CCNCC1)C N-isobutyryl-N-methylpiperidine-4-carboxamide